C(CCCC)(=O)OC(CCC(CC)(C)C)OS(=O)(=O)ON1[C@@H]2CC[C@H](N(C1=O)C2)C(N)=O (((((1R,2S,5R)-2-carbamoyl-7-oxo-1,6-diazabicyclo[3.2.1]octan-6-yl) oxy) sulfonyl) oxy)-4,4-dimethylhexyl valerate